cis-piperidone N1C(CCCC1)=O